BrC1=C(C(=O)OC)C=CC(=C1)C=1NC(C2=C(N1)CCSC2)=O methyl 2-bromo-4-(4-oxo-3,5,7,8-tetrahydro-4H-thiopyrano[4,3-d]pyrimidin-2-yl)benzoate